COC1=CC=C(N=N1)N1C(NC2=C(C1=O)C=CS2)=O 3-(6-methoxypyridazin-3-yl)thieno[2,3-d]pyrimidine-2,4(1H,3H)-dione